CCCCCCCCCCCCCCCCC(=O)O[C@H](COC(=O)CCCC/C=C\C/C=C\C/C=C\C/C=C\CC)COP(=O)(O)OC[C@@H](C(=O)O)N 1-(6Z,9Z,12Z,15Z-octadecatetraenoyl)-2-heptadecanoyl-glycero-3-phosphoserine